C(#N)C1=NC=CC(C1OC(=O)C(C)(C)C)=O 2-cyano-3-t-butylcarbonyloxy-pyridin-4-one